(2S,4S)-1-(2-methylbenzofuro[3,2-d]pyrimidin-4-yl)-4-(2-(6-methylpyridin-3-yl)acetamido)pyrrolidine-2-carboxylic acid CC=1N=C(C2=C(N1)C1=C(O2)C=CC=C1)N1[C@@H](C[C@@H](C1)NC(CC=1C=NC(=CC1)C)=O)C(=O)O